N-(4-chloro-1-(2,2-difluoroethyl)-7-nitro-1H-indazol-3-yl)-N-(methylsulfonyl)methanesulfonamide ClC1=C2C(=NN(C2=C(C=C1)[N+](=O)[O-])CC(F)F)N(S(=O)(=O)C)S(=O)(=O)C